adamantan-1-yl-(adamantan-2-yl)(2',4',6'-triisopropyl-3,6-dimethoxybiphenyl-2-yl)phosphine C12(CC3CC(CC(C1)C3)C2)P(C2=C(C(=CC=C2OC)OC)C2=C(C=C(C=C2C(C)C)C(C)C)C(C)C)C2C3CC1CC(CC2C1)C3